ClC1=C(C=C(C=C1)N)C1=NC=CC=C1 2-(2-chloro-5-aminophenyl)pyridine